5-{(1-(4-(5,6-dihydropyrrolo[3,4-c]pyrazol-1(4H)-yl)benzoyl)-4-hydroxypiperidin-4-yl)methyl}-1-(4-fluorophenyl)-1H-pyrazolo[3,4-d]pyrimidin-4(5H)-one N1(N=CC2=C1CNC2)C2=CC=C(C(=O)N1CCC(CC1)(O)CN1C=NC3=C(C1=O)C=NN3C3=CC=C(C=C3)F)C=C2